2-(3-chloro-5-fluoropyridin-2-yl)acetonitrile ClC=1C(=NC=C(C1)F)CC#N